FC(CN1N=CC=2C1=NC(=CN2)N2CC1(C2)CN(CCC1)C=1C=NC(=CC1)C(F)F)F 2-[1-(2,2-difluoroethyl)-1H-pyrazolo[3,4-b]pyrazin-6-yl]-6-[6-(difluoromethyl)pyridin-3-yl]-2,6-diazaspiro[3.5]nonane